C=CC=CC=CC=CC=CC undecapentaene